(S)-N-(3'-(1-((5-cyclopropylthiazol-2-yl)amino)-1-oxopropan-2-yl)-[1,1'-biphenyl]-4-yl)acrylamide C1(CC1)C1=CN=C(S1)NC([C@@H](C)C=1C=C(C=CC1)C1=CC=C(C=C1)NC(C=C)=O)=O